5-hydroxy-Z-tryptophan OC1=CC=C2NC=C(C[C@H](N)C(=O)O)C2=C1